C(CCCCC)C(COC(CCCCCC(CCCCCC(=O)OCC(CCCCCCCC)CCCCCC)N(C(C(C(C(C(C(C(C(F)(F)F)(F)F)(F)F)(F)F)(F)F)(F)F)(F)F)=O)CCCN(C)C)=O)CCCCCCCC.FC1C(OC2=C(C=CC=C2C1)F)=O 3,8-difluorochromanone BIS(2-HEXYLDECYL)7-(N-(3-(DIMETHYLAMINO)PROPYL)-2,2,3,3,4,4,5,5,6,6,7,7,8,8,8-PENTADECAFLUOROOCTANAMIDO)TRIDECANEDIOATE